(2S,3R)-3-methyl-2,3-dihydropyridine-1,2(6H)-dicarboxylic acid 1-tert-butyl 2-methyl ester COC(=O)[C@H]1N(CC=C[C@H]1C)C(=O)OC(C)(C)C